FC(C1=NC(=CC(=C1)C1=NN(C=N1)/C=C(/C(=O)N1CC(C1)NC(OC(C)(C)C)=O)\C=1C=NC=NC1)C(F)(F)F)(F)F tert-butyl (E)-(1-(3-(3-(2,6-bis(trifluoromethyl)pyridin-4-yl)-1H-1,2,4-Triazol-1-yl)-2-(pyrimidin-5-yl)acryloyl)azetidin-3-yl)carbamate